[Ir+3].COC1=CC=C(C=C1)C1=NC=C(N=C1C)C.COC1=CC=C(C=C1)C1=NC=C(N=C1C)C bis{2-(4-methoxyphenyl)-3,5-dimethylpyrazine} iridium (III)